C(C)OC(=O)C=1C=NNC1C(F)F 5-(difluoromethyl)pyrazole-4-carboxylic acid ethyl ester